C=C=C=C n-butaneTrien